1-(1-ethyl-4-piperidyl)-3-(2-fluoro-6-methyl-phenyl)-4H-pyrimido[4,5-d]pyrimidin-2-one C(C)N1CCC(CC1)N1C(N(CC=2C1=NC=NC2)C2=C(C=CC=C2C)F)=O